C(C)(C)(C)OC(=O)N1C2CN(CC1CC2)C2=NC(=NC1=C(C(=C(C=C21)C(F)(F)F)Br)Cl)Cl 3-[7-bromo-2,8-dichloro-6-(trifluoromethyl)quinazolin-4-yl]-3,8-diazabicyclo[3.2.1]Octane-8-carboxylic acid tert-butyl ester